OC[C@H]1O[C@@H]([C@@H]([C@H]([C@H]1O)N1N=NC(=C1)C1=CC(=C(C(=C1)F)F)F)OC)CN1N=NC(=C1)C1CCOCC1 (2R,3R,4S,5R,6R)-2-(hydroxymethyl)-5-methoxy-6-((4-(tetrahydro-2H-pyran-4-yl)-1H-1,2,3-triazol-1-yl)methyl)-4-(4-(3,4,5-trifluorophenyl)-1H-1,2,3-triazol-1-yl)tetrahydro-2H-pyran-3-ol